lithium 4-amino-1-(bicyclo[1.1.1]pentan-1-yl)-6-oxo-1,6-dihydropyridine-3-carboxylate NC=1C(=CN(C(C1)=O)C12CC(C1)C2)C(=O)[O-].[Li+]